The molecule is a phenylureathat is urea substituted by 4-chloro-2-hydroxyphenyl and 3,4-dichlorophenyl groups at positions 1 and 3 respectively. A metabolite of triclocarban. It is a dichlorobenzene, a member of monochlorobenzenes and a member of phenylureas. C1=CC(=C(C=C1NC(=O)NC2=C(C=C(C=C2)Cl)O)Cl)Cl